C1(CCCC1)C1=CC(=NN1)NC1=NC(=NC=C1)N1CC(C1)C1CN(C1)C(=O)OC(C)(C)C tert-butyl 3-[1-[4-[(5-cyclopentyl-1H-pyrazol-3-yl)amino]pyrimidin-2-yl]azetidin-3-yl]azetidine-1-carboxylate